N-(2-Cyclopropyl-1,2,3,4-tetrahydroisoquinolin-7-yl)-3-((6-(1-methyl-1H-pyrazol-5-yl)-1-oxoisoquinolin-2(1H)-yl)methyl)benzamide C1(CC1)N1CC2=CC(=CC=C2CC1)NC(C1=CC(=CC=C1)CN1C(C2=CC=C(C=C2C=C1)C1=CC=NN1C)=O)=O